(5-(4-(2-(3,3-dimethylpiperazin-1-yl)ethoxy)-3-ethylphenyl)-8-oxo-6-thioxo-5,7-diazaspiro[3.4]oct-7-yl)-3-(trifluoromethyl)pyridinecarbonitrile hydrochloride Cl.CC1(CN(CCN1)CCOC1=C(C=C(C=C1)N1C2(CCC2)C(N(C1=S)C1=C(C(=NC=C1)C#N)C(F)(F)F)=O)CC)C